1-(4-methoxybenzyl)-3-(2-(3-methylbenzoyl)-2-azaspiro[3.3]hept-6-yl)urea COC1=CC=C(CNC(=O)NC2CC3(CN(C3)C(C3=CC(=CC=C3)C)=O)C2)C=C1